C1=CC=CC=2C3=CC=CC=C3C(C12)COC(=O)N[C@@H](CSCC1=CC=CC=C1)C(=O)O N-(9-fluorenylmethoxycarbonyl)-S-benzylcysteine